FC=1C=C(C=CC1)C=1C=CC2=C(N(N=N2)C2=CC(=C(C(=C2)OC)OC)OC)C1 6-(3-fluorophenyl)-1-(3,4,5-trimethoxyphenyl)-1H-benzo[d][1,2,3]triazole